methyl carbamimidothioate hemisulfate S(=O)(=O)(O)O.C(N)(=N)SC.CSC(N)=N